CC=1C(=NC=CC1C(=O)O)C1=NC=CC=C1 methyl-2,2'-bipyridine-4-carboxylic acid